C(CCC)N1C(N(C(C(C1=O)=C(N)N)=O)C1CCC(CC1)(CN1C(=NNC1=O)C)CO)=O Butyl-5-(diaminomethylene)-3-((1s,4s)-4-(hydroxymethyl)-4-((3-methyl-5-oxo-1,5-dihydro-4H-1,2,4-triazol-4-yl)methyl)cyclohexyl)pyrimidine-2,4,6(1H,3H,5H)-trione